FC=1C(=CC=C2CCN(CC12)C)C1=NNC=2C1=NN(C(C2)=O)C2=C(C=CC=C2C)F 3-(8-fluoro-2-methyl-1,2,3,4-tetrahydroisoquinolin-7-yl)-5-(2-fluoro-6-methylphenyl)-1H-pyrazolo[4,3-c]pyridazin-6(5H)-one